bis[p-(p-aminoanilino)phenyl]-methane NC1=CC=C(NC2=CC=C(C=C2)CC2=CC=C(C=C2)NC2=CC=C(C=C2)N)C=C1